ethyl 2-(2-hydroxy-3,3-dimethylcyclopent-1-en-1-yl)-2-oxoacetate OC1=C(CCC1(C)C)C(C(=O)OCC)=O